1-chloro-4,5-difluoro-2-nitrobenzene ClC1=C(C=C(C(=C1)F)F)[N+](=O)[O-]